1-(1-(1-(propaneSulfonyl)pyrrolidin-3-yl)-1,6-dihydroimidazo[4,5-d]pyrrolo[2,3-b]pyridin-2-yl)ethanol C(CC)S(=O)(=O)N1CC(CC1)N1C(=NC=2C1=C1C(=NC2)NC=C1)C(C)O